[B+3].C(C(=O)[O-])(=O)[O-].C(C(=O)[O-])(=O)[O-].[Na+] Sodium Bis(Oxalate) boron